dimethyl-[3-(1-oxa-8-thia-3-aza-dibenzo[e,h]azulen-2-ylmethoxy)-propyl]-amine CN(CCCOCC1=NC=2C3=C(SC4=C(C2O1)C=CC=C4)C=CC=C3)C